B(OC1=C(C(=C(C(=C1F)F)[Si](CCC)(CCC)CCC)F)F)([O-])[O-] (4-tris-1-propylsilyltetrafluorophenyl) borate